(5S)-1'-(6-methyl-7-thiazol-5-yl-pyrazolo[1,5-a]pyrazin-4-yl)spiro[5,7-dihydrocyclopenta[b]pyridine-6,4'-piperidine]-5-amine hydrochloride Cl.CC=1N=C(C=2N(C1C1=CN=CS1)N=CC2)N2CCC1(CC2)[C@@H](C=2C(=NC=CC2)C1)N